N,11-dimethyl-8-oxa-2,11,22,26,30-pentazapentacyclo[18.6.2.13,7.113,17.024,28]triaconta-1(27),3,5,7(30),13,15,17(29),20,22,24(28),25-undecaen-18-yn-23-amine CNC1=NC=C2C#CC=3C=CC=C(CN(CCOC=4C=CC=C(NC=5N=CC1=C2C5)N4)C)C3